6-fluoro-5-(4-fluoro-3-iodo-phenoxy)-4-(methylsulfonylmethyl)-1H-indole FC1=C(C(=C2C=CNC2=C1)CS(=O)(=O)C)OC1=CC(=C(C=C1)F)I